[N+](=O)([O-])CCNCCS(=O)(=O)O.[Na] sodium N-(2-nitroethyl)taurine